(4-fluorophenyl)-2-(6-fluoroquinoline-4-yl)-7-azaspiro[3.5]nonane-7-carboxamide FC1=CC=C(C=C1)C1C(CC12CCN(CC2)C(=O)N)C2=CC=NC1=CC=C(C=C21)F